FC1(CC(C1)N1C[C@@H](CCC1)NC=1C(N(C(=NN1)C=1C(=C2CCC(C2=CC1)=C(F)F)O)C)=O)F (R)-6-((1-(3,3-difluorocyclobutyl)piperidin-3-yl)amino)-3-(1-(difluoromethylene)-4-hydroxy-2,3-dihydro-1H-inden-5-yl)-4-methyl-1,2,4-triazine-5(4H)-one